COCCOCCOCCOC=C(C)C1=CC=C(C=C1)C(=COCCOCCOCCOC)C 1,4-di(2,5,8,11-tetraoxatetradec-12-en-13-yl)benzene